ClC=1C=C(C(=NC1)C(=O)C=1C=2C=NNC2C=CC1)NC(OC(C)(C)C)=O Tert-butyl N-[5-chloro-2-(1H-indazole-4-carbonyl)-3-pyridyl]carbamate